1-(Oxiran-2-yl)ethan-1-ol O1C(C1)C(C)O